NC1=C(C(=NN1C(C(F)(F)F)C1CCCC1)C1=CC=C(C=C1)CNC(C1=C(C=CC(=C1)F)OC)=O)C(=O)N 5-amino-1-(1-cyclopentyl-2,2,2-trifluoro-ethyl)-3-[4-[[(5-fluoro-2-methoxy-benzoyl)amino]methyl]phenyl]pyrazole-4-carboxamide